OC(CCO)=C=CC(=O)O 1,3-dihydroxypropylideneacrylic acid